N1=CC(=CC2=CC=CC=C12)C1=NCC=CC1 2-(quinolin-3-yl)-3,6-dihydropyridin